2-(pyridin-2-ylamino)thiazole-5-carboxylic acid N1=C(C=CC=C1)NC=1SC(=CN1)C(=O)O